(S)-2-(4-(2-((tertbutyldimethylsilyl)oxy)ethyl)-2-methylpiperazin-1-yl)-5-chloropyridin-4-amine C(C)(C)(C)[Si](OCCN1C[C@@H](N(CC1)C1=NC=C(C(=C1)N)Cl)C)(C)C